C(CCCCCCC)(=O)ON(C(CCCCCCOC1OCCCC1)CCCCCCCCC)C methyl-{[1-(oxan-2-yloxy) hexadecan-7-yl] amino} octanoate